rac-4-[2-(2,2,2-trifluoroethoxy)phenyl]-2-[4-(1,1,1-trifluoro-2-hydroxypropan-2-yl)phenyl]-2,3-dihydro-1H-pyrrolo[3,4-c]pyridin-1-one FC(COC1=C(C=CC=C1)C1=NC=CC2=C1CN(C2=O)C2=CC=C(C=C2)[C@@](C(F)(F)F)(C)O)(F)F |r|